[Si](C)(C)(C(C)(C)C)OCCOC=1C(=C(C(=CC1)F)[C@H]1N([C@@H](CC2=C1NC1=CC=CC=C21)C)C[C@@H](C(=O)OC)C)C methyl (S)-3-((1R,3R)-1-(3-(2-((tert-butyldimethylsilyl) oxy) ethoxy)-6-fluoro-2-methylphenyl)-3-methyl-1,3,4,9-tetrahydro-2H-pyrido[3,4-b]indol-2-yl)-2-methylpropionate